5-(3-Ethoxy-4-hydroxybenzyl)-1-(4-methoxyphenyl)pyrimidine-2,4,6(1H,3H,5H)-trione C(C)OC=1C=C(CC2C(NC(N(C2=O)C2=CC=C(C=C2)OC)=O)=O)C=CC1O